C1(CC1)CN1CCC(CC1)\C=C(/C(=O)N1C(C=CCC1)=O)\C (Z)-1-(3-(1-(cyclopropylmethyl)piperidin-4-yl)-2-methylacryloyl)-5,6-dihydropyridin-2(1H)-one